C(=O)O.ClC1=C(C(=CC=C1)Cl)N1CC(C1)C1=CC(=C(CN2CC(C2)(O)C)C(=C1)CC)CC 1-(4-(1-(2,6-dichlorophenyl)azetidin-3-yl)-2,6-diethylbenzyl)-3-methylazetidin-3-ol, formic acid salt